5-((tert-butoxycarbonyl)(methyl)amino)-1-(hydroxymethyl)-4-oxo-3,4-dihydropyridine C(C)(C)(C)OC(=O)N(C=1C(CCN(C1)CO)=O)C